NC=1C=CC(=C(C#N)C1)P(=O)(C)C 5-amino-2-(dimethylphosphoryl)benzonitrile